5'-chloro-2'-{6,6-difluoro-3-azabicyclo[3.1.0]hexane-3-carbonyl}-7',8'-dihydro-6'H-spiro[cyclohexane-1,9'-furo[2,3-f]quinazoline]-7'-one ClC=1C=C2C(=C3C4(NC(NC13)=O)CCCCC4)OC(=C2)C(=O)N2CC4C(C4C2)(F)F